N,N-dimethylaminosulfonyl-benzofuran CN(C)S(=O)(=O)C=1OC2=C(C1)C=CC=C2